3-{6-amino-5-[1-(2,6-dichloro-phenyl)-ethoxy]-pyridin-3-yl}-N-(2-morpholin-4-yl-ethyl)-benzamide NC1=C(C=C(C=N1)C=1C=C(C(=O)NCCN2CCOCC2)C=CC1)OC(C)C1=C(C=CC=C1Cl)Cl